triphenyl-phosphine oxide C1(=CC=CC=C1)P(C1=CC=CC=C1)(C1=CC=CC=C1)=O